C(C)[C@@H]1N(C[C@H](N(C1)C(C)C1=CC=C(C=C1)C(F)(F)F)CC)C=1C2=C(N(C(N1)=O)C)C=CC(=N2)C#N 4-((2S,5R)-2,5-diethyl-4-(1-(4-(trifluoromethyl)phenyl)ethyl)piperazin-1-yl)-1-methyl-2-oxo-1,2-dihydropyrido[3,2-d]pyrimidine-6-carbonitrile